ClC=1N=NC=C(C1C(=O)N(C)C)C 3-chloro-N,N,5-trimethyl-pyridazine-4-carboxamide